CC(C1=C(C=C(C(=C1)C(C)(C)C)O)C(C)(C)C)(P(O)(O)=O)C.CN1C2=C(C=3C=CC(=CC13)C=1C=CC(=NC1)N1CC(C1)OC1CCNCC1)C=NC=C2 5-[5-methylpyrido[4,3-b]indol-7-yl]-2-[3-(piperidin-4-yloxy)azetidin-1-yl]pyridine Dimethyl-2,5-di-tert-butyl-4-hydroxybenzyl-phosphonat